(S)-2-chloro-N-(5-chloro-6-(2H-1,2,3-triazol-2-yl)pyridin-3-yl)-8-methyl-8-(trifluoromethyl)-7,8-dihydro-6H-pyrazolo[1,5-a]pyrrolo[2,3-e]pyrimidine-6-carboxamide ClC1=NN2C(N=CC3=C2[C@](CN3C(=O)NC=3C=NC(=C(C3)Cl)N3N=CC=N3)(C(F)(F)F)C)=C1